C(CCC)C1=CC=C(C=C1)N(C1=CC=C(C=C1)NC1=CC=CC=C1)C1=CC=CC=C1 (4-butylphenyl)-N,N'-diphenyl-1,4-phenylenediamine